FC=1C=C2C(=NNC2=CC1OCCOC)C1=CC(=NO1)C1=CC=C(C=C1)N1CCN(CC1)C 5-Fluoro-6-(2-methoxyethoxy)-3-{3-[4-(4-methylpiperazin-1-yl)phenyl]-1,2-oxazol-5-yl}-1H-indazole